Cl.N1=C(C=CC=C1)N pyridine-2-amine hydrochloride